(2S,3R,4R,5R)-2,3,4-tris(octyloxy)-5-((triphenylmethoxy)methyl)tetrahydrofuran C(CCCCCCC)O[C@H]1O[C@@H]([C@H]([C@H]1OCCCCCCCC)OCCCCCCCC)COC(C1=CC=CC=C1)(C1=CC=CC=C1)C1=CC=CC=C1